CC1=CC(=O)C2=C(C3=C(C=C(C=C3C=C2O1)OC)OC)[O-] The molecule is a phenolate anion obtained by deprotonation of the 5-hydroxy group of rubrofusarin B. It is the major microspecies at pH 7.3. It is a conjugate base of a rubrofusarin B.